1-ethyl-3-methyl-imidazole bistrifluoromethanesulfonimide salt [N-](S(=O)(=O)C(F)(F)F)S(=O)(=O)C(F)(F)F.C(C)N1CN(C=C1)C